NCC1=NNC(C2=CC=C(C=C12)C=1C=NN(C1)CC)=O 4-(aminomethyl)-6-(1-ethyl-1H-pyrazol-4-yl)phthalazin-1(2H)-one